(2S,4S)-4-fluoro-1-[2-[(3R)-3-(4-quinolinylamino)pyrrolidin-1-yl]acetyl]pyrrolidine-2-carbonitrile F[C@H]1C[C@H](N(C1)C(CN1C[C@@H](CC1)NC1=CC=NC2=CC=CC=C12)=O)C#N